cinnamic acid 2-ethylhexyl ester C(C)C(COC(C=CC1=CC=CC=C1)=O)CCCC